C(C)N(C1C(=O)OC1CC)CC α-(diethylamino)-β-valerolactone